N-[(4-methyl-1H-benzotriazol-1-yl)methyl]diethanolamine CC1=CC=CC=2N(N=NC21)CN(CCO)CCO